5-{[3-(5-formylpyridin-2-yl)phenyl]amino}-7-(methylamino)pyrazolo[1,5-a]pyrimidine-3-carboxamide C(=O)C=1C=CC(=NC1)C=1C=C(C=CC1)NC1=NC=2N(C(=C1)NC)N=CC2C(=O)N